1,2-bis-(9Z,12Z-octadecadienoyl)-sn-glycero-3-phosphocholine C(C=CC=CCCCCCCCCCCCCC)(=O)OC[C@@H](OC(C=CC=CCCCCCCCCCCCCC)=O)COP(=O)([O-])OCC[N+](C)(C)C